C(C)(C)(C)OC(=O)N1C=CC2=C(C(=CC(=C12)C)C1CC1)O.NC1CC(CCC1O)C(C)(C)C1CC(C(CC1)O)N 2,2-bis(3-amino-4-hydroxycyclohexyl)propane tert-butyl-4-hydroxy-5-cyclopropyl-7-methyl-1H-indole-1-carboxylate